eicosane-8,9-diol CCCCCCCC(C(CCCCCCCCCCC)O)O